N-benzyl-4-piperidone C1CN(CCC1=O)CC2=CC=CC=C2